N-tert-butyl-6-chloro-3-[[(1R)-1-(3-cyano-6-methyl-4-oxo-2-phenyl-benzopyran-8-yl)ethyl]amino]pyridine-2-sulfonamide C(C)(C)(C)NS(=O)(=O)C1=NC(=CC=C1N[C@H](C)C1=CC(=CC=2C(C(=C(OC21)C2=CC=CC=C2)C#N)=O)C)Cl